FC1=C(C=C(C(=C1)[N+](=O)[O-])C1=CC=CC=C1)NCC1=CC=C(C=C1)F 4-fluoro-N-(4-fluorobenzyl)-6-nitrobiphenyl-3-amine